COC=1C=C(CN(S(=O)(=O)C2CC2)C)C=CC1CN1C(N(CCC1)C1=CC(=C(C=C1)OC)OCCCCC)=O N-(3-methoxy-4-((3-(4-methoxy-3-(pentyloxy)phenyl)-2-oxotetrahydropyrimidin-1(2H)-yl)methyl)benzyl)-N-methylcyclopropanesulfonamide